NC=1C=CC=C2CN(C(C12)=O)CC(=O)OCC ethyl 2-(7-amino-1-oxoisoindolin-2-yl)acetate